NC1=C(C)C(=C(C(=C1)CC)N)CC 2,5-diamino-4,6-diethyltoluene